C(C)(C)[C@@H]1CC=C(CC1)CCC=O (-)-(S)-3-(4-isopropylcyclohex-1-en-1-yl)propanal